tert-butyl 5-(chloromethyl)isoindoline-2-carboxylate ClCC=1C=C2CN(CC2=CC1)C(=O)OC(C)(C)C